(2-chlorophenyl)-9-{3-fluoro-bicyclo[1.1.1]pentane-1-yl}-2-methyl-6-(4-methylpiperazin-1-yl)purine ClC1=C(C=CC=C1)C=1N(C2=NC(=NC(=C2N1)N1CCN(CC1)C)C)C12CC(C1)(C2)F